C(C(C)C)NC=1C=CC2=CC=3C=CCC(C3C=C2C1)NC1=C(C=CC=C1)C 3-(isobutylamino)-5-(o-tolylamino)-6H-anthracene